2-(1-acryloyl-4-(8-chloro-7-(2-chloro-5-hydroxyphenyl)-4-(3-(dimethylamino)azetidin-1-yl)-6-fluoro-1H-imidazo[4,5-c]quinolin-1-yl)piperidin-2-yl)acetonitrile C(C=C)(=O)N1C(CC(CC1)N1C=NC=2C(=NC=3C(=C(C(=CC3C21)Cl)C2=C(C=CC(=C2)O)Cl)F)N2CC(C2)N(C)C)CC#N